Racemic-6-(3-((benzyloxy)methyl)-4-ethyl-5-oxo-4,5-dihydro-1H-1,2,4-triazol-1-yl)-7-fluoro-2-(o-tolyl)-4-(1,1,1-trifluoropropan-2-yl)isoquinolin-1(2H)-one C(C1=CC=CC=C1)OCC1=NN(C(N1CC)=O)C=1C=C2C(=CN(C(C2=CC1F)=O)C1=C(C=CC=C1)C)[C@H](C(F)(F)F)C |r|